1-(1-cyclohexyl-3-(difluoromethyl)-1H-pyrazol-4-yl)-1H-1,2,3-triazole C1(CCCCC1)N1N=C(C(=C1)N1N=NC=C1)C(F)F